C(C)N1CCN(CC1)CC=1C=CC(=NC1)N 5-((4-ethylpiperazine-1-yl)methyl)pyridin-2-amine